C(=C)C1(CCNCC1)C(=O)OC methyl 4-vinylpiperidine-4-carboxylate